NC(C(=O)O)CCCC alpha-aminocaproic acid